C(C1=CC=CC=C1)OC(CCCCC(=O)O)=O 6-benzyloxy-6-oxo-hexanoic acid